3-Bromo-6-methoxy-1-(4-methoxybenzyl)-7-methylquinolin-2(1H)-one BrC=1C(N(C2=CC(=C(C=C2C1)OC)C)CC1=CC=C(C=C1)OC)=O